C[C@H](CCCC(C)C)[C@H]1CC[C@@H]2[C@@]1(CC[C@H]3[C@H]2CC[C@H]4[C@@]3(CC[C@@H](C4)O)C)C The molecule is a member of the class of phytosterols that is 5beta-cholestane carrying a hydroxy substituent at the 3beta-position. It has a role as a plant metabolite, a human urinary metabolite and an environmental contaminant. It is a cholestanoid, a 3-hydroxy steroid and a member of phytosterols. It derives from a hydride of a 5beta-cholestane.